tri(N,N'-diisopropylformamide) lanthanum [La].C(C)(C)N(C=O)C(C)C.C(C)(C)N(C=O)C(C)C.C(C)(C)N(C=O)C(C)C